3,5-dichloro-2,6-dimethyl-4-hydroxypyridine ClC=1C(=NC(=C(C1O)Cl)C)C